3-(trifluoromethyl)-1-phenyl-1H-pyrazole FC(C1=NN(C=C1)C1=CC=CC=C1)(F)F